n-ethyl-1-(3-isopropyl-2-(8-methoxy-[1,2,4]triazolo[1,5-a]pyridin-6-yl)-4-methyl-1H-pyrrolo[2,3-c]pyridin-5-yl)-N-methylpiperidin-4-amine C(C)N(C1CCN(CC1)C=1C(=C2C(=CN1)NC(=C2C(C)C)C=2C=C(C=1N(C2)N=CN1)OC)C)C